4-(Dithienylphosphino)aniline 2-methoxyethyl-L-alaninate Hydrochloride Cl.COCCN[C@@H](C)C(=O)O.S1C(=CC=C1)P(C1=CC=C(N)C=C1)C=1SC=CC1